2-((4-methylmorpholin-2-yl)methyl)-4-(5-methylthiazol-2-yl)-N-((R)-1-(2-(trifluoromethyl)pyrimidin-5-yl)ethyl)-2H-indazole-6-carboxamide CN1CC(OCC1)CN1N=C2C=C(C=C(C2=C1)C=1SC(=CN1)C)C(=O)N[C@H](C)C=1C=NC(=NC1)C(F)(F)F